O1CCC(CC1)S(=O)(=O)C#CC1=CC=C(OC2=C(N=NN2)C(=O)O)C=C1 5-(4-(((tetrahydro-2H-pyran-4-yl)sulfonyl)ethynyl)phenoxy)-1H-1,2,3-triazole-4-carboxylic acid